(2R)-N-[2-(1-benzylpiperidin-4-yl)ethyl]-4-[4-cyano-3-(trifluoromethoxy)phenyl]-2-methylpiperazine-1-carboxamide C(C1=CC=CC=C1)N1CCC(CC1)CCNC(=O)N1[C@@H](CN(CC1)C1=CC(=C(C=C1)C#N)OC(F)(F)F)C